3-(2-(dipropylamino) ethyl)-1H-indol-6-yl butyrate C(CCC)(=O)OC1=CC=C2C(=CNC2=C1)CCN(CCC)CCC